glycerol di(2-heptylundecanoate) C(CCCCCC)C(C(=O)OCC(OC(C(CCCCCCCCC)CCCCCCC)=O)CO)CCCCCCCCC